FC(C(=O)O)(F)F.C(C=C)OC(CC[C@H](C(=O)O)N1[C@@H](CCC1)CN)=O (R)-5-(allyloxy)-2-((S)-2-(aminomethyl)pyrrolidin-1-yl)-5-oxopentanoic acid trifluoroacetate salt